N12CCN(CCN(CCN(CC1)CC(=O)O)CCC2)CC(=O)O 2,2'-(1,4,7,10-tetraazabicyclo[5.5.3]pentadecane-4,10-diyl)diacetic acid